C(#N)C1=C(C=CC(=C1)C(F)(F)F)N1CCC(CC1)(C(=O)NCCNC)C=1C=CC(=NC1)C=1C(=NC=CC1)OCC 1-[2-cyano-4-(trifluoromethyl)phenyl]-4-{2'-ethoxy-[2,3'-bipyridin]-5-yl}-N-[2-(methylamino)ethyl]piperidine-4-carboxamide